C(=O)(O)CCCN1CN(C=C1)CCCC(=O)O 1,3-bis(3-carboxypropyl)-1H-imidazole